CC=1OC2=C(C1C1(CC1)CO)C=C(C=C2)OCC=2C(=NC=CC2)C(F)(F)F [1-(2-methyl-5-{[2-(trifluoromethyl)pyridin-3-yl]methoxy}-1-benzofuran-3-yl)cyclopropyl]methanol